[Sn].[Zn].[Pb].[Cu] copper-lead-zinc-tin